O[C@H](CNC(C1=NC=C(C=C1)NC=1C=NN(C1)C1=NC=C(C=C1)C(F)(F)F)=O)CO |r| rac-N-(2,3-Dihydroxypropyl)-5-((1-(5-(trifluoromethyl)pyridin-2-yl)-1H-pyrazol-4-yl)amino)picolinamide